CN(CC(N)N)CC methyldiaminodiethylamine